O1C=CC2=C1C(=CC=C2)OC2=CC(=C(C=C2)C(=O)C2=CNC=1N=CN=C(C12)Cl)Cl (4-(benzofuran-7-yloxy)-2-chlorophenyl)(4-chloro-7H-pyrrolo[2,3-d]pyrimidin-5-yl)methanone